C(C(C)C)C1=CC(=NC=C1[Si](C)(C)C)C1=CC=CC=C1 4-isobutyl-2-phenyl-5-(trimethylsilyl)pyridine